ClC1=CC(=CC(=N1)N1C(C2=CC(=CC=C2C1)C1(COC1)CC1=NN=CN1C)=O)\C=C\1/CNCCC1 (Z)-2-(6-Chloro-4-(piperidin-3-ylidenemethyl)pyridin-2-yl)-6-(3-((4-methyl-4H-1,2,4-triazol-3-yl)methyl)oxetan-3-yl)isoindolin-1-one